sodium pyrophosphate monophosphate P(=O)([O-])(O)O.OP(O)(=O)OP(=O)(O)O.[Na+]